1-(3-aminopropyl)-3-(4-vinylbenzyl)imidazole NCCCN1CN(C=C1)CC1=CC=C(C=C1)C=C